glycyl-lysine ammonium salt [NH4+].NCC(=O)N[C@@H](CCCCN)C(=O)[O-]